NC1=C2C(=NC=N1)N(N=C2I)CC2CCN(CC2)C(=O)[O-] 4-((4-amino-3-iodo-1H-pyrazolo[3,4-d]pyrimidin-1-yl)methyl)piperidine-1-carboxylate